2-Amino-9-[(1R,3R,4R,7S)-1-[[bis(4-methoxyphenyl)-phenyl-methoxy]methyl]-7-hydroxy-5-methylsulfonyl-2-oxa-5-azabicyclo[2.2.1]heptan-3-yl]-1H-purin-6-one NC=1NC(C=2N=CN(C2N1)[C@@H]1O[C@]2(CN([C@@H]1[C@@H]2O)S(=O)(=O)C)COC(C2=CC=CC=C2)(C2=CC=C(C=C2)OC)C2=CC=C(C=C2)OC)=O